tert-butyl 3-(1-((7-fluoro-[1,2,4]triazolo[1,5-a]pyridin-6-yl)carbamoyl)-2,3-dihydro-1H-pyrrolo[2,3-b]pyridin-4-yl)-3,8-diazabicyclo[3.2.1]octane-8-carboxylate FC1=CC=2N(C=C1NC(=O)N1CCC=3C1=NC=CC3N3CC1CCC(C3)N1C(=O)OC(C)(C)C)N=CN2